2-[(2'R,4S)-2'-fluoro-6-(1-fluorocyclopropyl)-1-oxospiro[3H-isoquinoline-4,1'-cyclopropane]-2-yl]-N-(5-methylpyrimidin-2-yl)acetamide F[C@H]1[C@]2(C1)CN(C(C1=CC=C(C=C12)C1(CC1)F)=O)CC(=O)NC1=NC=C(C=N1)C